BrC1=C(C(=[N+](C=C1)[O-])C(=O)OC)C 4-bromo-2-(methoxycarbonyl)-3-methylpyridine 1-oxide